[Cl-].O=C(C=C)OCC[NH2+]CC1=CC=CC=C1 2-(1-oxo-2-propenyl)oxyethyl-benzyl-ammonium chloride